5-Bromo-4-(4-chloro-phenyl)-thiazol BrC1=C(N=CS1)C1=CC=C(C=C1)Cl